ethyl 5-((diphenylmethylene)amino)-2-phenylthiazole-4-carboxylate C1(=CC=CC=C1)C(C1=CC=CC=C1)=NC1=C(N=C(S1)C1=CC=CC=C1)C(=O)OCC